CC(CN1C=NC=2C(=NC=3C=CC=CC3C21)N)C 1-(2-methylpropyl)-1H-imidazo[4,5-c]-quinolin-4-amine